C1(CCCCC1)C1=C(C=CC(=C1)C1CCN(CC1)C)NC(=O)C1=NOC(=C1)C N-(2-cyclohexyl-4-(1-methylpiperidin-4-yl)phenyl)-5-methylisoxazole-3-carboxamide